C1(CCC1)C=1N=CC2=C(N1)NC=C2C=2C=C(C=1N(C2)C(=CN1)CO)F (6-(2-cyclobutyl-7H-pyrrolo[2,3-d]pyrimidin-5-yl)-8-fluoroimidazo[1,2-a]pyridin-3-yl)methanol